rac-(4bS,5R,6R,7S,7aR)-7a-(4-(difluoromethyl)phenyl)-4b,5-dihydroxy-4-methoxy-N,N-dimethyl-7-phenyl-4b,6,7,7a-tetrahydro-5H-cyclopenta[4,5]furo[2,3-c]pyridine-6-carboxamide FC(C1=CC=C(C=C1)[C@]12[C@](C3=C(C=NC=C3OC)O1)([C@@H]([C@@H]([C@H]2C2=CC=CC=C2)C(=O)N(C)C)O)O)F |r|